dihydrobromide, hydrochloride Cl.Br.Br